N-(4-(2-amino-5-methylthiazol-4-yl)-2-methylphenyl)-N,1-dimethyl-1H-imidazole-5-carboxamide NC=1SC(=C(N1)C1=CC(=C(C=C1)N(C(=O)C1=CN=CN1C)C)C)C